(6AR,10AR)-7-PROPYL-6,6A,7,8,9,10,10A,11-OCTAHYDRO-[1,3]DIOXOLO[4',5':5,6]BENZO[1,2-G]QUINOLINE C(CC)N1CCC[C@@H]2CC3=C(C[C@@H]12)C=CC1=C3OCO1